FC(OC=1C=C(C(=O)O)C=C(C1)OC(F)(F)F)F 3-(difluoromethoxy)-5-(trifluoromethoxy)benzoic acid